Hexahydrofuro[3,4-b]furan-3-yl (8-amino-7-fluoro-6-(8-methyl-2,3-dihydro-1H-pyrido[2,3-b][1,4]oxazin-7-yl)isoquinolin-3-yl)carbamate NC=1C(=C(C=C2C=C(N=CC12)NC(OC1C2C(OC1)COC2)=O)C2=C(C1=C(OCCN1)N=C2)C)F